C12C3CCC3C(CCC1)CC2 tricyclo-[4.3.2.02,5]undecane